N-(2-fluoro-5-(2-(3-((6-(3-hydroxyazetidin-1-yl)-2-methylpyrimidin-4-yl)amino)-1H-pyrazol-5-yl)ethyl)phenyl)-3-(trifluoromethyl)benzamide FC1=C(C=C(C=C1)CCC1=CC(=NN1)NC1=NC(=NC(=C1)N1CC(C1)O)C)NC(C1=CC(=CC=C1)C(F)(F)F)=O